C(CCCCCCC)OC(NC1=CC=CC=C1)=O N-phenyl-carbamic acid octyl ester